Vinylchlorid methylmethacrylat COC(C(=C)C)=O.C(=C)Cl